1-[1-(2-Difluoromethoxy-pyridin-4-yl)-1-methyl-ethyl]-3-spiro[3.3]hept-2-yl-urea FC(OC1=NC=CC(=C1)C(C)(C)NC(=O)NC1CC2(C1)CCC2)F